ClC1=C(OCC2=NC=CC(=C2)CC2(CCNCC2)CO)C=CC(=C1)Cl (4-((2-((2,4-Dichlorophenoxy)methyl)pyridin-4-yl)methyl)piperidin-4-yl)methanol